COC([C@H](C(C)(C)C1=CC=C(C=C1)Br)N(C)C(=O)OC(C)(C)C)=O (S)-3-(4-bromophenyl)-2-(tert-Butoxycarbonyl-(methyl)amino)-3-methylbutanoic acid methyl ester